BrC1=CC=[N+](C=2CCCCC12)[O-] 4-bromo-5,6,7,8-tetrahydroquinoline 1-oxide